CC1=CC(CC1(C)C)=O 3,4,4-trimethylcyclopent-2-en-1-one